tert-Butyl N-[5-[2-chloro-4-[2-[[3-(3-methyl-1-bicyclo[1.1.1]pentanyl) isoxazol-5-yl]amino]-2-oxo-ethyl]phenyl]-4-cyano-2-isopropyl-pyrazol-3-yl]carbamate ClC1=C(C=CC(=C1)CC(=O)NC1=CC(=NO1)C12CC(C1)(C2)C)C=2C(=C(N(N2)C(C)C)NC(OC(C)(C)C)=O)C#N